rubidium sulfuric acid salt S([O-])([O-])(=O)=O.[Rb+].[Rb+]